2-((1-(2-cyclohexyl-3,6-dimethyl-4-oxo-3,4-dihydroquinazolin-8-yl)ethyl)amino)benzoic acid C1(CCCCC1)C1=NC2=C(C=C(C=C2C(N1C)=O)C)C(C)NC1=C(C(=O)O)C=CC=C1